CC(CC)(C)[Li] 1,1-dimethylpropyl-lithium